FC1=CC=C(C=C1)N1N=CC2=C1N=CN(C2=O)CC2(CCN(CC2)CC2=NC=CC=C2)O 1-(4-fluorophenyl)-5-((4-hydroxy-1-(pyridin-2-ylmethyl)piperidin-4-yl)methyl)-1,5-dihydro-4H-pyrazolo[3,4-d]pyrimidin-4-one